2-hydroxy-4-(3-ethyl-2-benzothiazolinone-6-yl)benzoic acid OC1=C(C(=O)O)C=CC(=C1)C1=CC2=C(N(C(S2)=O)CC)C=C1